C(C)(C)(C)OC(=O)N1CCC2(CC1)[C@@H](C=1C(=NC=CC1)C2)N[S@](=O)C(C)(C)C (5S)-5-[[(R)-tert-butylsulfinyl]amino]spiro[5,7-dihydro-cyclopenta[b]pyridine-6,4'-piperidine]-1'-carboxylic acid tert-butyl ester